octyl (5-fluoro-1-((2R,5S)-2-((((octyloxy)carbonyl)oxy)methyl)-1,3-oxathiolan-5-yl)-2-oxo-1,2-dihydropyrimidin-4-yl)carbamate FC=1C(=NC(N(C1)[C@@H]1CS[C@@H](O1)COC(=O)OCCCCCCCC)=O)NC(OCCCCCCCC)=O